CN1C(=NC2=C(C=C(C=C2C1=O)C)[C@@H](C)NC1=C(C=CC=C1)S(=O)(=O)C)C1=NC=CC=C1 (R)-3,6-dimethyl-8-(1-((2-(methylsulfonyl)phenyl)amino)ethyl)-2-(pyridin-2-yl)quinazolin-4(3H)-one